C1(=CC=CC=C1)P(C(C1=C(C=C(C=C1C)C)C)=O)(C(C1=C(C=C(C=C1C)C)C)=O)=O monophenyl-bis(2,4,6-trimethylbenzoyl)phosphine oxide